N-(t-butyl)-4-(imino)-imidazole C(C)(C)(C)N1C=NC(C1)=N